C(C)(C)(C)OC(=O)N[C@H](C(=O)N[C@H](C(=O)N[C@H](C(=O)OC)C[C@H]1C(NCCC1)=O)CC1CC1)CC1=CC=CC2=CC=CC=C12 methyl (2S)-2-[[(2S)-2-[[(2S)-2-(tert-butoxycarbonylamino)-3-(1-naphthyl)propanoyl]amino]-3-cyclopropyl-propanoyl]amino]-3-[(3S)-2-oxo-3-piperidyl]propanoate